3-(3-methyl-2-oxo-1,3-benzoxazol-6-yl)-N-(4-phenylbutyl)-3,8-diazabicyclo[3.2.1]octane-8-carboxamide CN1C(OC2=C1C=CC(=C2)N2CC1CCC(C2)N1C(=O)NCCCCC1=CC=CC=C1)=O